FC(COCC1CO1)(C(F)F)F glycidyl 2,2,3,3-tetrafluoropropyl ether